γ-glycidoxypropyl-diethoxymethylsilane C(C1CO1)OCCC[SiH2]C(OCC)OCC